5-[4-(2-Cyclopentylthio-pyridin-3-yl)-phenyl]-5,5-difluoro-pentanoic acid C1(CCCC1)SC1=NC=CC=C1C1=CC=C(C=C1)C(CCCC(=O)O)(F)F